FC1=C(C=C2CN(CC(C2=O)C=2C=NC=CC2)S(=O)(=O)C2=CC=C(C=C2)NC(C)=O)C=CC=C1 3-(2-fluorobenzylidene)-5-(3-pyridyl)-N-(4-acetamidobenzenesulfonyl)-4-piperidone